N-[6-(2-chloro-5-fluorophenyl)-6-hydroxy-2,3-dimethyl-8-oxo-7,8-dihydro-6H-pyrrolo[4,3-g]indazol-5-yl]-5-fluoro-3-(trifluoromethyl)benzamide ClC1=C(C=C(C=C1)F)C1(NC(C2=C1C(=CC1=C(N(N=C21)C)C)NC(C2=CC(=CC(=C2)F)C(F)(F)F)=O)=O)O